[F-].C(C)[N+](CC)(CC)CC Tetraethylammonium fluoride salt